N-phenyl-2-(quinoline-2-carbonyl)hydrazine-1-carbothioamide C1(=CC=CC=C1)NC(=S)NNC(=O)C1=NC2=CC=CC=C2C=C1